C1=CC=CC=2C3=CC=CC=C3C(C12)COC(=O)N(N(C)CC=1N(C2=CC=C(C=C2C1)NC(CCC(=O)O)=O)CCC(=O)OC(C)(C)C)C 4-((2-((2-(((9H-fluoren-9-yl)methoxy)carbonyl)-1,2-dimethylhydrazineyl)methyl)-1-(3-(tert-butoxy)-3-oxopropyl)-1H-indol-5-yl)amino)-4-oxobutanoic acid